2-(3-Chlorophenyl)-1-phenylethyl ((S)-3-cyclohexyl-1-(((S)-4-(cyclopropylamino)-3,4-dioxo-1-((S)-2-oxopyrrolidin-3-yl) butan-2-yl) amino)-1-oxopropan-2-yl) carbonate C(OC(CC1=CC(=CC=C1)Cl)C1=CC=CC=C1)(O[C@H](C(=O)N[C@@H](C[C@H]1C(NCC1)=O)C(C(=O)NC1CC1)=O)CC1CCCCC1)=O